8-fluoro-1-oxo-2,3-dihydro-1λ4,5-benzothiazepin-4-one FC1=CC2=C(NC(CCS2=O)=O)C=C1